ClC=1C=C(C=CC1F)NC(N(C)C(C)C1=CN=C(C2=CC=CC=C12)CO)=O 3-(3-chloro-4-fluorophenyl)-1-(1-(1-(hydroxymethyl)isoquinolin-4-yl)ethyl)-1-methylurea